CN(C(=O)C=1N=CNC1)CCCC1=CC=CC=C1 N-methyl-N-(3-phenylpropyl)-1H-imidazole-4-carboxamide